N1=C(C=CC=C1)SSO (pyridin-2-yl-dithio) alcohol